C(C)(C)(C)N(C(O)=O)[C@H]1[C@@H](CC2=CC=CC=C12)N(C)C.CN([C@H]1[C@@H](C2=CC=CC=C2C1)N)C (1R,2R)-N2,N2-Dimethyl-2,3-dihydro-1H-indene-1,2-diamine tert-Butyl-((1R,2R)-2-(dimethylamino)-2,3-dihydro-1H-inden-1-yl)carbamate